6-{7-[2-(1-Methyl-piperidin-4-yl)-ethoxy]-imidazo[1,2-a]pyridin-3-yl}-pyrimidin CN1CCC(CC1)CCOC1=CC=2N(C=C1)C(=CN2)C2=CC=NC=N2